C(#N)CC1(CN(C1)C1CCN(CC1)C(=O)NC1=C(C(=O)OC)C=C(C=C1)F)N1N=CC(=C1)C=1C2=C(N=CN1)NC=C2 methyl 2-{[(4-{3-(cyanomethyl)-3-[4-(7H-pyrrolo[2,3-d]pyrimidin-4-yl)-1H-pyrazol-1-yl]azetidin-1-yl}piperidin-1-yl)carbonyl]amino}-5-fluorobenzoate